ClC1=CC(=C(C=C1)C1(OC2=C(O1)C=CC=C2C2CCN(CC2)CC=2N(C(=CN2)/C=C/C(=O)O)CC2=C(N=CS2)C)C)F (E)-3-(2-((4-(2-(4-chloro-2-fluorophenyl)-2-methylbenzo[d][1,3]dioxol-4-yl)piperidin-1-yl)methyl)-1-((4-methylthiazol-5-yl)methyl)-1H-imidazol-5-yl)acrylic acid